OC1NC(CC2=CC=CC=C12)C(=O)O hydroxy-1,2,3,4-tetrahydroisoquinoline-3-carboxylic acid